NC=1C2=C(N=CN1)C(=CC(=N2)C=2C=C(C=CC2)C#C[C@]2(C(N(CC2)C)=O)O)C([2H])([2H])[2H] (R)-3-((3-(4-Amino-8-(methyl-d3)pyrido[3,2-d]pyrimidin-6-yl)phenyl)ethynyl)-3-hydroxy-1-methylpyrrolidin-2-on